C1(CC1)C=1C=C(C=CC1[N+](=O)[O-])N1C[C@@H](N(CC1)C(=O)OC(C)(C)C)CO tert-butyl (2R)-4-(3-cyclopropyl-4-nitro-phenyl)-2-(hydroxymethyl)piperazine-1-carboxylate